2-Chloro-6-((trans-3,5-dimethylpiperidin-1-yl)methyl)-4-nitrophenol ClC1=C(C(=CC(=C1)[N+](=O)[O-])CN1C[C@H](C[C@@H](C1)C)C)O